C(C)OC(CO[C@@H]1CN(CC1)C=1N=CC=NC1)=O 5-[(3S)-3-(2-ethoxy-2-oxoethoxy)pyrrolidin-1-yl]pyrazine